[NH4+].[Si]([O-])([O-])([O-])[O-].[NH4+].[NH4+].[NH4+] silicaTe Ammonium